CC1CCC(CC1)OC[C@H]1[C@H](CCC2=CC=CC(N12)=O)NS(=O)(=O)C |r| rac-N-[(3S,4R)-4-({[(1s,4S)-4-methylcyclohexyl]oxy}methyl)-6-oxo-1,3,4,6-tetrahydro-2H-quinolizin-3-yl]methanesulfonamide